(S)-N-(1-(5-(trifluoromethyl)pyridin-2-yl)ethyl)-2-(1,3,4-trimethyl-7-oxo-1,7-dihydro-6H-pyrazolo[3,4-d]pyridazin-6-yl)acetamide FC(C=1C=CC(=NC1)[C@H](C)NC(CN1N=C(C2=C(C1=O)N(N=C2C)C)C)=O)(F)F